N1(CCC12COC2)CC=2C=C(C=C(C2)C(F)(F)F)NC(=O)C2=CSC=1CN(CCC12)C(=O)C1=CN=C2N1C=CC=C2 N-(3-((6-oxa-1-azaspiro-[3.3]heptan-1-yl)methyl)-5-(trifluoromethyl)phenyl)-6-(imidazo[1,2-a]pyridine-3-carbonyl)-4,5,6,7-tetra-hydrothieno[2,3-c]pyridine-3-carboxamide